C(#N)C1=CC(=C(OCC2=C(C=CC(=N2)[C@@H]2CN(CC2)CC2=NC3=C(N2C[C@H]2OCC2)C=C(C=C3F)C(=O)O)F)C=C1)F 2-{[(3S)-3-{6-[(4-cyano-2-fluorophenoxy)methyl]-5-fluoropyridin-2-yl}pyrrolidin-1-yl]methyl}-4-fluoro-1-{[(2S)-oxetan-2-yl]methyl}-1H-1,3-benzodiazole-6-carboxylic acid